ethyl-1-hydroxy-1H-1,2,3-triazol-4-carboxylate C(C)OC(=O)C=1N=NN(C1)O